2-(1,4-oxazepan-6-yl)propan-2-ol tert-butyl-2-(2-carbamoyl-4-chlorophenoxy)acetate C(C)(C)(C)C(C(=O)OC(C)(C)C1CNCCOC1)OC1=C(C=C(C=C1)Cl)C(N)=O